N[C@H](C(=O)OCC1=CC=CC=C1)CCC(=O)N1CCN(CC1)C Benzyl (S)-2-amino-5-(4-methylpiperazin-1-yl)-5-oxopentanoate